CC1=C(C=C(C=C1)C1=NN(C=C1)C1=C(C=C(C=C1)OC)C)CNC(OC)=O methyl ({2-methyl-5-[1-(4-methoxy-2-methylphenyl)-1H-pyrazol-3-yl]phenyl}methyl)carbamate